C(C)OC(=O)C=1C(C=C2N(C(CN3N=C4C(=CC=CC4=C32)OCCCOCC)C(C)(C)C)C1)=O 6-(tert-butyl)-10-(3-ethoxypropoxy)-2-oxo-6,7-dihydro-2H-pyrido[2',1':3,4]pyrazino[1,2-b]indazole-3-carboxylic acid ethyl ester